6-oxohexyl (9Z,12Z,15Z)-octadeca-9,12,15-trienoate C(CCCCCCC\C=C/C\C=C/C\C=C/CC)(=O)OCCCCCC=O